α-(S)-methyl-yl-butyrolactone C=C1C(=O)OCC1